BrCC1=CC(=C(C=C1)S(=O)(=O)N)F 4-(bromomethyl)-2-fluoro-benzenesulfonamide